4-((1-Methoxy-2-methylpropan-2-yl)oxy)-2-(thiazol-5-yl)quinolin-6-amine COCC(C)(C)OC1=CC(=NC2=CC=C(C=C12)N)C1=CN=CS1